COC([C@@H](COC)O)=O (2R)-2-hydroxy-3-methoxypropionic acid methyl ester